(4S,6S)-6-tert-butyl-N-(2-((R)-9-(pyridin-2-yl)-6-oxaspiro[4.5]decan-9-yl)ethyl)-5,6-dihydro-4H-pyrrolo[1,2-b]pyrazol-4-amine C(C)(C)(C)[C@@H]1C[C@@H](C=2N1N=CC2)NCC[C@]2(CCOC1(CCCC1)C2)C2=NC=CC=C2